tert-Butyl N-(4-bromo-5-fluoro-benzothiophen-2-yl)carbamate BrC1=C(C=CC2=C1C=C(S2)NC(OC(C)(C)C)=O)F